tert-Butyl 4-(N-(5-chloro-3-aminopyridin-2-yl)-2-ethoxy-2-oxoacetoamido)piperidine-1-carboxylate ClC=1C=C(C(=NC1)N(C(C(=O)OCC)=O)C1CCN(CC1)C(=O)OC(C)(C)C)N